(2S)-2-[2-(cycloocta-2-yn-1-yloxy)acetamido]-6-{[(9H-fluoren-9-ylmethoxy)carbonyl]amino}hexanoic acid C1(C#CCCCCC1)OCC(=O)N[C@H](C(=O)O)CCCCNC(=O)OCC1C2=CC=CC=C2C=2C=CC=CC12